C(C)OP(=O)([O-])[O-].C(CCCCCCCCCCC)[NH+](C)C.C(CCCCCCCCCCC)[NH+](C)C lauryl-dimethyl-ammonium ethyl-phosphate